O=C/1C2(CN(C2)C(=O)OC(C)(C)C)C\C1=C/C1=C(C=CC=C1)C=1N=CN(C1)C(C1=CC=CC=C1)(C1=CC=CC=C1)C1=CC=CC=C1 tert-butyl (E)-5-oxo-6-(2-(1-trityl-1H-imidazol-4-yl)benzylidene)-2-azaspiro[3.3]heptane-2-carboxylate